7-chloro-1H-pyrrolo[2,3-c]pyridine-2,3-dione ClC=1N=CC=C2C1NC(C2=O)=O